C(C)(=O)NC1=C(C=CC(=C1)[N+](=O)[O-])N(C(CCN(C)C)=O)CC N-(2-acetamido-4-nitrophenyl)-3-(dimethylamino)-N-ethyl-propionamide